N1N=CC(=C1)[C@H]1C[C@@H](CN(C1)C1=NC(=NC=C1)C1=CN=C2N1C=C(N=C2)C(F)(F)F)N=S(=O)(C)C Trans-((5-(1H-Pyrazol-4-yl)-1-(2-(6-(trifluoromethyl)imidazo[1,2-a]pyrazin-3-yl)pyrimidin-4-yl)piperidin-3-yl)imino)dimethyl-λ6-sulfanone